C(C1=CC=CC=C1)N(CCO)C(CC1=CC=C(C=C1)OC)C 2-{benzyl-[2-(4-methoxyphenyl)-1-methylethyl]amino}-ethanol